5-bromo-N,N-dimethylisoquinolin-3-amine BrC1=C2C=C(N=CC2=CC=C1)N(C)C